CNC(=O)C=1C=CC(=NC1)NC1CC2(C1)CN(CC2)C(=O)OC(C)(C)C tert-butyl 2-((5-(methylcarbamoyl) pyridin-2-yl) amino)-6-azaspiro[3.4]octane-6-carboxylate